(R)-1-((1S,4S)-4-fluorocyclohexyl)-3-(isoquinolin-4-yl)-2-oxoimidazoline-4-carbonitrile FC1CCC(CC1)N1C(N([C@H](C1)C#N)C1=CN=CC2=CC=CC=C12)=O